C(C)(C)(C)C=1C(=C(C=CC1[N+](=O)[O-])Br)CS(=O)C tert-butyl-1-bromo-2-((methylsulfinyl)methyl)-4-nitrobenzene